2(R)-hydroxy-3(S)-methylpentanoic acid O[C@@H](C(=O)O)[C@H](CC)C